COC=1C(=C2C=CNC2=C(C1)C)CN1[C@@H](C[C@@H](CC1)N1CC(C1)C(F)(F)F)C1=CC=C(C(=O)O)C=C1 4-((2S,4R)-1-((5-methoxy-7-methyl-1H-indol-4-yl)methyl)-4-(3-(trifluoromethyl)azetidin-1-yl)piperidin-2-yl)benzoic acid